C(C)(C)(C)OC(=O)N1CCN(CC1)C(CC#N)=O 4-(2-cyanoacetyl)piperazine-1-carboxylic acid tert-butyl ester